C(C)(C)(C)C1=NC=NC(=C1)C(C)(C)C 4,6-di-t-butylpyrimidin